ClC=1C(=NC(=C(C1)F)C1=C(C=C(C=C1)C(F)(F)F)Cl)C(=O)OC Methyl 3-chloro-6-(2-chloro-4-(trifluoromethyl) phenyl)-5-fluoropicolinate